2-{[(5-chloro-1-ethylimidazol-2-yl)methyl]sulfanyl}-3H,5H,6H,7H-cyclopenta[d]pyrimidin-4-one trifluoroacetate salt FC(C(=O)O)(F)F.ClC1=CN=C(N1CC)CSC=1NC(C2=C(N1)CCC2)=O